(E)-4-(3-chlorostyryl)benzoxathiazine 2,2-dioxide ClC=1C=C(/C=C/C2=NS(OC3=C2C=CC=C3)(=O)=O)C=CC1